N-[(1S)-1-[[2-chloro-5-(1-isopropyl-6-oxo-3-pyridyl)phenyl]methyl]-2-[4-(2,4-dimethylpyrazol-3-yl)anilino]-2-oxo-ethyl]oxazole-2-carboxamide ClC1=C(C=C(C=C1)C1=CN(C(C=C1)=O)C(C)C)C[C@@H](C(=O)NC1=CC=C(C=C1)C=1N(N=CC1C)C)NC(=O)C=1OC=CN1